N-(2,6-dimethylpyrimidin-4-yl)-5-[5-[(1,1-dioxothiolan-3-yl)methoxy]-2-methyl-4-pyridyl]pyrazolo[1,5-a]pyridin-2-amine CC1=NC(=CC(=N1)NC1=NN2C(C=C(C=C2)C2=CC(=NC=C2OCC2CS(CC2)(=O)=O)C)=C1)C